1-bromo-8-chloro-3-[5-(difluoromethyl)-1,3,4-thiadiazol-2-yl]imidazo[1,5-a]pyridine-6-sulfonyl bromide BrC=1N=C(N2C1C(=CC(=C2)S(=O)(=O)Br)Cl)C=2SC(=NN2)C(F)F